C1(C=2C(C(N1[C@@H]1CNCCC1)=O)=CC=CC2)=O (S)-3-(phthalimido)piperidine